2-[4,5-difluoro-2-oxo-1'-(1H-pyrazolo[3,4-b]pyridine-5-carbonyl)spiro[indole-3,4'-piperidin]-1-yl]-N-(2,2,2-trifluoroethyl)acetamide FC1=C2C(=CC=C1F)N(C(C21CCN(CC1)C(=O)C=1C=C2C(=NC1)NN=C2)=O)CC(=O)NCC(F)(F)F